1-(4-bromo-3-hydroxy-5-methylthiophen-2-yl)-3-(piperidin-1-yl)propane-1,3-dione BrC=1C(=C(SC1C)C(CC(=O)N1CCCCC1)=O)O